ClC=1C(=C(C=CC1)NC1=NC=NC2=CC=C(C=C12)[C@]1(CNCC1)F)F N-(3-Chloro-2-fluoro-phenyl)-6-[(3R)-3-fluoropyrrolidin-3-yl]quinazolin-4-amine